N-((1R,5S,8s)-3-(5-(6-(3-cyanopyrrolo[1,2-b]pyridazin-7-yl)-4-(oxetan-3-ylamino)pyridin-3-yl)-1,3,4-thiadiazol-2-yl)-3-azabicyclo[3.2.1]oct-8-yl)acetamide C(#N)C1=CC=2N(N=C1)C(=CC2)C2=CC(=C(C=N2)C2=NN=C(S2)N2C[C@H]1CC[C@@H](C2)C1NC(C)=O)NC1COC1